tert-butyl 5-(8-(2-(methoxycarbonyl)-6-(propylcarbamoyl)pyridin-3-yl)-4,5-dihydrobenzo[b]thieno[2,3-d]oxepine-9-carboxamido)isoindoline-2-carboxylate COC(=O)C1=NC(=CC=C1C=1C(=CC2=C(OCCC3=C2SC=C3)C1)C(=O)NC=1C=C3CN(CC3=CC1)C(=O)OC(C)(C)C)C(NCCC)=O